[Mn].COCOC1=C(C(=CC=C1)OCOC)C(CC)=O (2,6-bis(methoxymethoxy)phenyl)propan-1-one Manganese